ClC(=O)ON1C(CCC1=O)=O 2,5-dioxopyrrolidin-1-yl chloroformate